N-((4,6-di-tert-butylpyrimidin-2-yl)carbamoyl)-4-(2-hydroxypropan-2-yl)furan-2-sulfonamide C(C)(C)(C)C1=NC(=NC(=C1)C(C)(C)C)NC(=O)NS(=O)(=O)C=1OC=C(C1)C(C)(C)O